NC=1C=CC(=NC1)N1N=C(C(=C1)C1=CN=C(N1C)C(=O)NC1=CC(=C(C=C1)C(=O)N1C[C@H]2CN[C@H]2C1)Cl)C(F)(F)F 5-[1-(5-amino-2-pyridinyl)-3-(trifluoromethyl)pyrazol-4-yl]-N-[3-chloro-4-[(1r,5r)-3,6-diazabicyclo[3.2.0]heptane-3-carbonyl]phenyl]-1-methyl-imidazole-2-carboxamide